(2R,3R,5S)-2-(4-(adamantan-1-ylamino)-6-chloro-1H-pyrazolo[3,4-d]pyrimidin-1-yl)-5-(hydroxymethyl)-4-methylenetetrahydrofuran-3-ol C12(CC3CC(CC(C1)C3)C2)NC2=C3C(=NC(=N2)Cl)N(N=C3)[C@@H]3O[C@@H](C([C@H]3O)=C)CO